tert-butyl 1-methyl-7-(trifluoromethanesulfonyl-oxy)-3,4-dihydro-1H-2,6-naphthyridine-2-carboxylate CC1N(CCC2=CN=C(C=C12)OS(=O)(=O)C(F)(F)F)C(=O)OC(C)(C)C